1-((1-(3-fluoro-4-(1-(tetrahydro-2H-pyran-2-yl)-1H-pyrazol-4-yl)phenyl)piperidin-4-yl)methyl)pyrrolidin-2-one FC=1C=C(C=CC1C=1C=NN(C1)C1OCCCC1)N1CCC(CC1)CN1C(CCC1)=O